Cl.Cl.NCCCCCCN 1,6-Diaminohexan dihydrochlorid